2-fluoro-7-hydroxy-4-methylcyclohepta-2,4,6-trien-1-one FC=1C(C(=CC=C(C1)C)O)=O